tert-Butyl N-amino-N-(1H-pyrazol-3-ylmethyl)carbamate NN(C(OC(C)(C)C)=O)CC1=NNC=C1